COC(CCC[C@@H](C)[C@H]1CC[C@@H]2[C@@]1(CC[C@@H]1[C@]3(CC[C@@H]([C@H]([C@@H]3CC[C@@H]21)O)OC(C)=O)C)C)=O (5R)-5-[(1R,3aS,3bS,5aR,6S,7S,9aR,9bS,11aR)-7-acetoxy-6-hydroxy-9a,11a-dimethylhexadecahydro-1H-cyclopenta[1,2-a]phenanthrene-1-yl]hexanoic acid methyl ester